O=S1(CCCC2=CC(=CC=C12)NC1=NC=C(C(=N1)N[C@H](CO)C1=CC=CC=C1)C1=NN=NN1)=O (2S)-2-[[2-[(1,1-dioxo-3,4-dihydro-2H-thiochromen-6-yl)amino]-5-(1H-tetrazol-5-yl)pyrimidin-4-yl]amino]-2-phenyl-ethanol